C(CCCC)[C@@](C(=O)O)(COC(C)(C)C)N=C=O.C12(C(C3CC(CC(C1)C3)C2)CO)CO Adamantanedimethanol pentyl-(S)-2-isocyanato-3-tertiary-butoxypropionate